BrC=1C2(C3=CC=CC=C3C1)CCC(CC2)(C(=O)O)NC2=CC(=CC=C2)Br bromo-4-(3-bromoanilino)spiro[cyclohexane-1,1'-indene]-4-carboxylic acid